2-Ethylsulfanyl-N-[(3-fluorophenyl)-methyl]-4-methyl-6-(4-methyl-piperazin-1-yl)-pyridine-3-carboxylic acid amide C(C)SC1=NC(=CC(=C1C(=O)NCC1=CC(=CC=C1)F)C)N1CCN(CC1)C